ClC1=C(C(=O)NCC(N2CCC(CC2)OC2=CC=NC=C2)C2=C(N=CS2)C(F)F)C(=CC=C1)F 2-Chloro-N-{2-[4-(difluoromethyl)-1,3-thiazol-5-yl]-2-[4-(pyridin-4-yloxy)piperidin-1-yl]ethyl}-6-fluorobenzamid